C(=O)(O)C(C=N)(NC(C1=CC=CC=C1)C1=CC=CC=C1)C(=O)O dicarboxydiphenylmethyl-iminoethylamine